2-(dimethylamino)-1-((2-methoxyethoxy)methyl)-1H-indol-4-yl pivalate C(C(C)(C)C)(=O)OC1=C2C=C(N(C2=CC=C1)COCCOC)N(C)C